O1COC2=C1C=CC(=C2)CC2(NC(=NC(=C2)C2=C1C=CN(C1=CC=C2)C)N)N 4-(benzo[d][1,3]dioxol-5-ylmethyl)-6-(1-methyl-1H-indol-4-yl)pyrimidine-2,4-diamine